gamma-hydroxyhexanoic acid sodium salt [Na+].OC(CCC(=O)[O-])CC